C1(CC1)N(C(OC(C)(C)C)=O)[C@H]1CN(CC1)C=1N=NC(=CC1)C1=C(C=C(C(=C1)F)C1=CN=NC(=C1)OC)OCOC tertbutyl N-cyclopropyl-N-[(3R)-1-{6-[5-fluoro-2-(methoxymethoxy)-4-(6-methoxypyridazin-4-yl)phenyl]pyridazin-3-yl}pyrrolidin-3-yl]carbamate